C(C=C)(=O)[O-].C(C)(C)(C)[N+]1=CC=CC=C1 N-tert-butyl-pyridinium acrylate